N[C@H](C(=O)NC)[C@@H](C)OCCC1CCCCC1 (2S,3R)-2-amino-3-(2-cyclohexylethoxy)-N-methylbutanamide